5-(2-(3-chloro-6a,7,9,10-tetrahydropyrazino[1,2-d]pyrido[3,2-b][1,4]oxazin-8(6H)-yl)-2-oxoethyl)tetrahydrofuran ClC1=CC=2OCC3N(C2N=C1)CCN(C3)C(CC3CCCO3)=O